(3Z)-14,14-dibutoxy-3-tetradecene-1-ol C(CCC)OC(CCCCCCCCC\C=C/CCO)OCCCC